1,3,5-trimethyl-2,4,6-tris(3,5-di-tert-butyl-4-hydroxybenzyl)-benzene CC1=C(C(=C(C(=C1CC1=CC(=C(C(=C1)C(C)(C)C)O)C(C)(C)C)C)CC1=CC(=C(C(=C1)C(C)(C)C)O)C(C)(C)C)C)CC1=CC(=C(C(=C1)C(C)(C)C)O)C(C)(C)C